lithium 3-((4-fluoropyridin-2-yl)amino)-1-(2,2,2-trifluoroethyl)-1H-pyrazolo[4,3-c]pyridine-6-carboxylate FC1=CC(=NC=C1)NC1=NN(C2=C1C=NC(=C2)C(=O)[O-])CC(F)(F)F.[Li+]